Magnesium(II) Chloride [Cl-].[Mg+2].[Cl-]